methyl (2S,3S)-2-((2-((tert-butoxycarbonyl)amino)-3-fluorophenyl)(methyl)carbamoyl)-5-oxopyrrolidine-3-carboxylate C(C)(C)(C)OC(=O)NC1=C(C=CC=C1F)N(C(=O)[C@H]1NC(C[C@@H]1C(=O)OC)=O)C